C(C)(=O)N(CCS(=O)(=O)O)C.[Na] sodium acetylmethyltaurine